O([Si](C)(C)C(C)(C)C)C[C@@H]1CC[C@H](CC1)O Trans-4-(tert-butyldimethylsiloxymethyl)cyclohexanol